2,3-Diphenyl-1,3-butadiene C1(=CC=CC=C1)C(=C)C(=C)C1=CC=CC=C1